CP(=O)(O)CCC(C(=O)O)=C=O 4-(Methylhydroxyphosphoryl)-2-carbonyl-butyric acid